ethyl 2,5,6-trimethylcyclohexa-1,3-diene-1-carboxylate CC1=C(C(C(C=C1)C)C)C(=O)OCC